ClC=1C=C(C=C(C1)Cl)C=1C=CC=C2C(=C(C=NC12)C(=O)O)O 8-(3,5-dichlorophenyl)-4-hydroxyquinoline-3-carboxylic acid